2-(7-((2S,5R)-2,5-diethyl-4-(1-(6-methylpyridazin-3-yl)ethyl)piperazin-1-yl)-4-methyl-5-oxo-4,5-dihydro-2H-pyrazolo[4,3-b]pyridin-2-yl)acetonitrile C(C)[C@@H]1N(C[C@H](N(C1)C(C)C=1N=NC(=CC1)C)CC)C=1C=2C(N(C(C1)=O)C)=CN(N2)CC#N